NC1=NN(C2=NC(=CC=C21)C2CC2)C(=O)C=2C(=NSC2)C (3-amino-6-cyclopropyl-1H-pyrazolo[3,4-b]pyridin-1-yl)(3-methylisothiazol-4-yl)methanone